FC=1C(=CC(=C(C1)B1OC(C(O1)(C)C)(C)C)COC1OCCCC1)COC1OCCCC1 2-{5-fluoro-2,4-bis[(oxan-2-yloxy)methyl]phenyl}-4,4,5,5-tetramethyl-1,3,2-dioxaborolane